C(C)(C)(C)NC1=NC(=CC2=CN=C(C=C12)N[C@@H]1C[C@H](CC1)O)C#N 1-(tert-butylamino)-7-(((1S,3S)-3-hydroxycyclopentyl)amino)-2,6-naphthyridine-3-carbonitrile